Phosphoric acid mono-{2-cyano-6-oxo-1-propyl-8-[1-(3-trifluoromethyl-benzyl)-1H-pyrazol-4-yl]-1,6-dihydro-purin-9-ylmethyl} ester disodium salt [Na+].[Na+].C(#N)C=1N(C(C=2N=C(N(C2N1)COP([O-])([O-])=O)C=1C=NN(C1)CC1=CC(=CC=C1)C(F)(F)F)=O)CCC